N-methyl-N-(dimethylamino)propylacrylamide CN(C(C=C)=O)CCCN(C)C